O=C1NC(CCC1N1C(C2=CC=CC(=C2C1=O)F)=O)=O 2-(2,6-Dioxopiperidin-3-yl)-4-fluoro-isoindoline-1,3-dione